O[C@@H]1CN(CC1)C1=CC=C(C=N1)N1N=C2C(=C1)C(N(C2)C=2C=NC=CC2)=O (S)-2-(6-(3-hydroxypyrrolidin-1-yl)pyridin-3-yl)-5-(pyridin-3-yl)-5,6-dihydropyrrolo[3,4-C]pyrazol-4(2H)-one